3-(cyclopropanecarbonyl)benzoic acid C1(CC1)C(=O)C=1C=C(C(=O)O)C=CC1